C(C)OC(=O)C=1C(=C(NC1)C1=CC=C(C=C1)SC)C1=CC(=CC=C1)OC (3-methoxyphenyl)-2-(4-(methylsulfanyl)phenyl)Azole-4-carboxylic acid ethyl ester